BrC1=CC=C(C=C1)S(=O)(=O)NC(=O)N1N=C(C(C1)C1=CC=CC=C1)C1=CC=C(C=C1)Cl N-((4-bromophenyl)sulfonyl)-3-(4-chlorophenyl)-4-phenyl-4,5-dihydro-1H-pyrazole-1-carboxamide